6-methyl-1,4-diphenylethyloxynaphthalene CC=1C=C2C(=CC=C(C2=CC1)OC(C)C1=CC=CC=C1)C1=CC=CC=C1